6-chloro-4-((4-(5-(dimethylcarbamoyl)pyrazin-2-yl)-3-methoxypyridin-2-yl)amino)-N-(methyl-d3)pyridazin-3-carboxamide (3r,4r)-3,4-dihydroxy-4-phenylbutylpivalate O[C@H](CCCC(C(=O)O)(C)C)[C@@H](C1=CC=CC=C1)O.ClC1=CC(=C(N=N1)C(=O)NC([2H])([2H])[2H])NC1=NC=CC(=C1OC)C1=NC=C(N=C1)C(N(C)C)=O